calcium allantoate C(C(NC(=O)N)NC(=O)N)(=O)[O-].[Ca+2].C(C(NC(=O)N)NC(=O)N)(=O)[O-]